2-Methyl-5-(4-((4-methylpiperazin-1-yl)methyl)benzyloxy)aniline CC1=C(N)C=C(C=C1)OCC1=CC=C(C=C1)CN1CCN(CC1)C